6-(7,8-dimethyl-3-(trifluoromethyl)-[1,2,4]triazolo[4,3-b]pyridazin-6-yl)-N-(2-fluorophenyl)-5,6,7,8-tetrahydro-1,6-naphthyridine-3-carboxamide CC1=C(C=2N(N=C1N1CC=3C=C(C=NC3CC1)C(=O)NC1=C(C=CC=C1)F)C(=NN2)C(F)(F)F)C